4-(methylsulfamoyl)benzoic acid [(2R)-3-(3-ethyl-4-oxo-spiro[6,8-dihydro-5H-pyrazolo[4,3-c]azepin-7,4'-tetrahydropyran]-1-yl)-2-methyl-propyl] ester C(C)C1=NN(C2=C1C(NCC1(CCOCC1)C2)=O)C[C@H](COC(C2=CC=C(C=C2)S(NC)(=O)=O)=O)C